C(C)C=1N=C(SC1C(=O)N)C 4-ethyl-2-methylthiazole-5-formamide